C(C1=CC=CC=C1)N1CC2(C1)CC(C2)NC(=O)N2[C@H]1CN([C@@H](C2)C1)C1=NC=C(C=N1)C(F)(F)F (1R,4R)-N-{2-benzyl-2-azaspiro[3.3]heptan-6-yl}-5-[5-(trifluoromethyl)pyrimidin-2-yl]-2,5-diazabicyclo[2.2.1]heptane-2-carboxamide